5-hydroxy-2,2,4,6,8,8-hexamethyl-3-oxo-3,5,8,9-tetrahydro-2H-pyrido[2,3-d]azepine OC1C=2C(CC(N=C1C)(C)C)=NC(C(C2C)=O)(C)C